NC1=NN(C2=NC(=CC=C21)C2CC2)C(=O)C2=C(C=CC=C2)CC (3-amino-6-cyclopropyl-1H-pyrazolo[3,4-b]pyridin-1-yl)(2-ethylphenyl)methanone